2-[1-[2-(2-Methoxypyrimidin-5-yl)-6-methyl-4-oxo-chromen-8-yl]ethylamino]benzoic acid COC1=NC=C(C=N1)C=1OC2=C(C=C(C=C2C(C1)=O)C)C(C)NC1=C(C(=O)O)C=CC=C1